C(C)(C)(C)[C@@]1(N(CC[C@H](C1)CC1=NC(=CC(=C1F)C(C)(C)O)Cl)C(C)(C)C)C di-tert-butyl-(2R,4R)-4-((6-chloro-3-fluoro-4-(2-hydroxypropan-2-yl)pyridin-2-yl)methyl)-2-methylpiperidine